N-((1,2,3,5,6,7-hexahydro-s-indacen-4-yl)carbamoyl)-4-methyl-pyrimidine-2-sulfonamide, potassium salt [K].C1CCC2=C(C=3CCCC3C=C12)NC(=O)NS(=O)(=O)C1=NC=CC(=N1)C